2-(2,6-dioxopiperidin-3-yl)-7-methyl-5-(2-azaspiro[3.3]heptan-6-yl)-3,5-dihydro-1H-pyrrolo[3,4-c]pyridine-1,4(2H)-dione O=C1NC(CCC1N1CC=2C(N(C=C(C2C1=O)C)C1CC2(CNC2)C1)=O)=O